4-(azetidin-1-yl)-2-chloroquinazoline N1(CCC1)C1=NC(=NC2=CC=CC=C12)Cl